[Zn+2].C(CCCCCC(C)(C)C)(=O)[O-].[Zn+2].C(CCCCCC(C)(C)C)(=O)[O-].[Zn+2] Zinc neodecanoate Zinc neodecanoate Zinc